C1=CC=CC=2C3=CC=CC=C3C(C12)COC(=O)N1CC2(CC2)C[C@H]1C(=O)O (6S)-5-{[(9H-fluoren-9-yl)methoxy]carbonyl}-5-azaspiro[2.4]heptane-6-carboxylic acid